CSC1=CC=C(C=C1)C(C(C)(C)O)=O 1-(4-methylthiophenyl)-2-hydroxy-2-methylpropane-1-one